C1(=CC=CC(=C1)C=1C=CC=C(C1C(=O)O)O)C=CC1=CC=CC=C1 5-stilbenesalicylic acid